(2E)-2-(2-{[({(1E)-1-[3-(trifluoromethyl)phenyl]ethylidene}amino)oxy]methyl}phenyl)-2-(methoxyimino)-N-methylacetamide FC(C=1C=C(C=CC1)\C(\C)=N\OCC1=C(C=CC=C1)\C(\C(=O)NC)=N/OC)(F)F